CNC(C1=NC=C(C=C1)N1CCN(CC1)CC1=CC=2NC(N(CC2N=C1)C)=O)=O N-methyl-5-(4-((3-methyl-2-oxo-1,2,3,4-tetrahydropyrido[3,2-d]pyrimidin-7-yl)methyl)piperazin-1-yl)picolinamide